C1(CCCC1)C(C)(C)OC(=O)C1=C2C=CC=C(C2=CC=C1)C1C2C=CC(C1)C2 5-(5-(2-cyclopentyl-2-propoxycarbonyl)naphthyl)-bicyclo[2.2.1]hept-2-ene